1-((3-(8-Cyanoindolizin-5-yl)pyridin-4-yl)thio)-3,3-difluorocyclobutan C(#N)C1=CC=C(N2C=CC=C12)C=1C=NC=CC1SC1CC(C1)(F)F